1-((S)-3-(4-amino-3-(4-phenoxyphenyl)-1H-pyrazolo[3,4-d]pyrimidin-1-yl)pyrrolidin-1-yl)prop-2-en-1-one NC1=C2C(=NC=N1)N(N=C2C2=CC=C(C=C2)OC2=CC=CC=C2)[C@@H]2CN(CC2)C(C=C)=O